C(C)(C)(C)OC(C=CN1C(C=CC=C1)=O)=O 1-(3-(tert-butoxy)-3-oxoprop-1-en-1-yl)-2-oxo-1,2-dihydropyridin